C(C)OP(=O)(C#C)C#C.ClC=1C(=CC(=NC1)NC([C@H](C)C1=CC(=NC=C1)C#N)=O)C1=C2N(N=C1)CC(C2)(C)C (R)-N-(5-chloro-4-(5,5-dimethyl-5,6-dihydro-4H-pyrrolo[1,2-b]pyrazol-3-yl)pyridin-2-yl)-2-(2-cyanopyridin-4-yl)propanamide ethyl-diethynyl-phosphinate